4-(6-(methyl(7H-pyrrolo[2,3-d]pyrimidin-4-yl)amino)-2-azaspiro[3.3]heptan-2-yl)-4-oxobutanenitrile CN(C1CC2(CN(C2)C(CCC#N)=O)C1)C=1C2=C(N=CN1)NC=C2